methoxy-N-methyl-3-oxo-7-(trifluoromethyl)isoindoline-5-carboxamide COC1NC(C2=CC(=CC(=C12)C(F)(F)F)C(=O)NC)=O